5-(2-fluoro-6-hydroxy-3-(1-(4-methoxyphenyl)-1H-imidazol-4-yl)phenyl)-1,2,5-thiadiazolidin-3-one 1,1-dioxide FC1=C(C(=CC=C1C=1N=CN(C1)C1=CC=C(C=C1)OC)O)N1CC(NS1(=O)=O)=O